ClC1=CC=C(C=C1)C12CC3(CC(CC(C1)C3)C2)C(C)N {1-[3-(4-chloro-phenyl)-adamantan-1-yl]-ethyl}-amine